CN1C(=CC=2C1=CN=C(C2)NC(=O)C2CC2)C2=C(C1=C(N(C=N1)COCC[Si](C)(C)C)C=C2)C N-[1-methyl-2-(4-methyl-1-[[2-(trimethylsilyl)ethoxy]methyl]-1,3-benzodiazol-5-yl)pyrrolo[2,3-c]pyridin-5-yl]cyclopropanecarboxamide